P(=O)(O)(F)F.C=C ethylene difluorophosphate